C(CCCCC\C=C\C)=O (E)-7-nonenal